C1(CCC1)C1=NN(C(N1C)=O)C1=CC(=C(C(=O)OC(C)(C)C)C=C1F)O[C@H](C(F)(F)F)C tert-butyl 4-{3-cyclobutyl-4-methyl-5-oxo-4,5-dihydro-1H-1,2,4-triazol-1-yl}-5-fluoro-2-{[(2S)-1,1,1-trifluoropropan-2-yl]oxy}benzoate